1-(3-(methyl-d)quinoxalin-6-yl)ethan-1-ol C(C=1C=NC2=CC=C(C=C2N1)C(C)O)[2H]